COC1=C(C=CC=C1)S(=O)(=O)OC1=C(C=CC=C1)NC(=O)NC1=CC(=CC=C1)OS(=O)(=O)C1=C(C=CC=C1)OC N-[2-(o-methoxybenzenesulfonyloxy)phenyl]-N'-[3-(o-methoxybenzenesulfonyloxy)phenyl]urea